(S)-N-(7-hydroxy-2-((4aS,5aR)-5a-methyl-1,4,4a,5,5a,6-hexahydrocyclopropa[f]indazol-3-yl)-1H-benzo[d]imidazol-5-yl)-N-methyl-2-morpholinopropanamide OC1=CC(=CC2=C1NC(=N2)C2=NNC=1C[C@@]3([C@H](CC21)C3)C)N(C([C@H](C)N3CCOCC3)=O)C